(1S,2S)-2-fluoro-N-(6-(5-methyl-1H-indol-4-yl)imidazo[1,2-a]pyridin-2-yl)cyclopropane-1-carboxamide F[C@@H]1[C@@H](C1)C(=O)NC=1N=C2N(C=C(C=C2)C2=C3C=CNC3=CC=C2C)C1